OC(=O)C(F)(F)F.FC=1C(=C2C(=C(NC2=C(C1)C(=O)N)C)C)C1=C2CNCC2=CC=C1 5-Fluoro-4-(isoindolin-4-yl)-2,3-dimethyl-1H-indole-7-carboxamide TFA salt